(1Z,5R)-1-(dimethylamino)-5-(3-nitrophenyl)-2-(trifluoromethyl)hex-1-en-3-one CN(\C=C(\C(C[C@@H](C)C1=CC(=CC=C1)[N+](=O)[O-])=O)/C(F)(F)F)C